tert-Butyl N-methyl-N-[(1-methyl-2-oxo-2,3,4,5-tetrahydro-1H-1-benzazepin-5-yl)methyl]carbamate CN(C(OC(C)(C)C)=O)CC1CCC(N(C2=C1C=CC=C2)C)=O